O1C=CC2=C1C=C(C=C2)C(=O)N2CC1=CC(=C(C(=C1CC2)Cl)C(=O)N[C@H](C(=O)OC(C)OC(C)=O)CC2=CC(=CC=C2)S(=O)(=O)C)Cl 1-acetoxyethyl (2S)-2-(2-(benzofuran-6-carbonyl)-5,7-dichloro-1,2,3,4-tetrahydroisoquinoline-6-carboxamido)-3-(3-(methylsulfonyl)phenyl)propanoate